(S)-5-(5-Isopropyl-1,2,4-oxadiazol-3-yl)-2,3-dihydrospiro[inden-1,4'-oxazolidin]-2'-on C(C)(C)C1=NC(=NO1)C=1C=C2CC[C@]3(NC(OC3)=O)C2=CC1